iron-nickel-copper-niobium-molybdenum [Mo].[Nb].[Cu].[Ni].[Fe]